(E)-triazole-1-yl-ethanone N1(N=NC=C1)C(C)=O